CN1N=CC(=C1)C(=O)NC1=CC2=C(C=N1)C=C(N2)C(F)(F)F 1-methyl-N-(2-(trifluoromethyl)-1H-pyrrolo[3,2-c]pyridin-6-yl)-1H-pyrazole-4-carboxamide